FC(OC1=CC(=C(C=C1)N=C=S)F)F 4-(difluoromethoxy)-2-fluoro-1-isothiocyanato-benzene